COC1=CC(=C(C=C1)NCCC(=O)O)C 3-((4-methoxy-2-methylphenyl)amino)propionic acid